non-enediyne CCCC=CC#CC#C